CN1C2=C(OC3(C1=C=O)CC3)C(=CC=N2)C#N methyl-3'-carbonyl-3',4'-dihydrospiro[cyclopropane-1,2'-pyrido[3,2-b][1,4]oxazine]-8'-carbonitrile